N-{4-[(3-[3-cyano-4-(2-methylpropoxy)phenyl]-1-{[2-(trimethylsilyl)ethoxy]methyl}-1H-pyrrolo[2,3-b]pyridin-4-yl)oxy]-3,5-difluorophenyl}-N'-[(3-methyloxetan-3-yl)methyl]urea C(#N)C=1C=C(C=CC1OCC(C)C)C1=CN(C2=NC=CC(=C21)OC2=C(C=C(C=C2F)NC(=O)NCC2(COC2)C)F)COCC[Si](C)(C)C